1,2-DIOLEOYL-SN-glycerol C(CCCCCCC\C=C/CCCCCCCC)(=O)OC[C@@H](OC(CCCCCCC\C=C/CCCCCCCC)=O)CO